C(C)(C)OC=1C(=CC2=CN(N=C2C1)C12COC(C1)(C2)C)C(=O)O 6-Isopropoxy-2-(1-methyl-2-oxabicyclo[2.1.1]hexan-4-yl)-2H-indazole-5-carboxylic acid